C(C)(C)(C)OC(=O)N1CC=2C(CC1)=CNC2C(=O)O 5-tert-butyloxycarbonyl-2,4,6,7-tetrahydropyrrolo[4,3-c]Pyridine-3-carboxylic acid